Cl.Cl.N1(CCNCC1)C1=NC=C(C#N)C=C1 6-(piperazin-1-yl)nicotinonitrile 2HCl